(S)-N-(6-(5-(piperidin-3-yl)-1,2,4-oxadiazol-3-yl)pyridin-3-yl)-6-(1H-pyrazol-5-yl)picolinamide N1C[C@H](CCC1)C1=NC(=NO1)C1=CC=C(C=N1)NC(C1=NC(=CC=C1)C1=CC=NN1)=O